N-(2-(4,4-Difluoropiperidin-1-yl)-6-methylpyrimidin-4-yl)-4-(2-hydroxyethylsulfonylamino)-6-(6-azaspiro[2.5]oct-6-yl)-2,3-dihydrobenzofuran-7-carboxamide FC1(CCN(CC1)C1=NC(=CC(=N1)NC(=O)C1=C(C=C(C=2CCOC21)NS(=O)(=O)CCO)N2CCC1(CC1)CC2)C)F